thiazolobenzimidazol S1C=NC=2C=CC3=C(N=CN3)C21